NC1=C(C=CC(=N1)NC(C)=O)N=NC1=C(C=CC=C1)O[Si](C)(C)C(C)(C)C N-(6-amino-5-((2-((tert-butyldimethylsilyl)oxy)phenyl)diazenyl)pyridin-2-yl)acetamide